ethyl-5-methoxy-3H-indol-2-one C(C)C1C(NC2=CC=C(C=C12)OC)=O